1-((3S,5R)-1-acryloyl-5-(methoxymethyl)pyrrolidin-3-yl)-3-((8-chloro-1-methyl-2,3-dihydro-1H-cyclopenta[c]cinnolin-7-yl)ethynyl)-5-(methylamino)-1H-pyrazole-4-carboxamide C(C=C)(=O)N1C[C@H](C[C@@H]1COC)N1N=C(C(=C1NC)C(=O)N)C#CC=1C(=CC=2C3=C(N=NC2C1)CCC3C)Cl